1-[2-(difluoromethoxy)-4-(trifluoromethyl)phenyl]-N-[(3R)-1-(prop-2-yl)piperidin-3-yl]pyrrolo[1,2-d][1,2,4]triazin-4-amine FC(OC1=C(C=CC(=C1)C(F)(F)F)C=1C=2N(C(=NN1)N[C@H]1CN(CCC1)C(C)C)C=CC2)F